FC1=NC(=C2N=CN(C2=N1)C1OCCCC1)NCC1=C(C=CC=C1)O 2-fluoro-6-[(2-hydroxybenzyl)amino]-9-(tetrahydro-2H-pyran-2-yl)-9H-purine